18-hydroxyoctadecyl oleate C(CCCCCCC\C=C/CCCCCCCC)(=O)OCCCCCCCCCCCCCCCCCCO